7-bromo-2-((((S)-1-methylpyrrolidin-2-yl)methoxy)pyridino[3,2-d]pyrimidin-4-yl)-2-(cyanomethyl)piperazine-1-carboxylate BrC1=CC=2N=C(N=C(C2N=C1)C1(N(CCNC1)C(=O)[O-])CC#N)OC[C@H]1N(CCC1)C